6-methyl-2-oxo-5-phenyl-N-(1-phenylethyl)-1-[3-(trifluoromethyl)phenyl]-1,2-dihydropyridine-3-carboxamide CC1=C(C=C(C(N1C1=CC(=CC=C1)C(F)(F)F)=O)C(=O)NC(C)C1=CC=CC=C1)C1=CC=CC=C1